3-(2-chloro-4'-(6-oxo-5-azaspiro[3.5]nonan-5-yl)-[1,1'-biphenyl]-3-yl)piperidine-2,6-dione ClC1=C(C=CC=C1C1C(NC(CC1)=O)=O)C1=CC=C(C=C1)N1C2(CCC2)CCCC1=O